(pyrazin-2-ylamino)-3,4-dihydroisoquinolin N1=C(C=NC=C1)NC1=NCCC2=CC=CC=C12